COC1=CC=NC2=CC(=CC=C12)C=1C=CC=C2C(C=C(OC12)N1CCOCC1)=O 8-(4-methoxyquinolin-7-yl)-2-morpholino-4H-chromen-4-one